O.O.O.Cl.N1(CCCCC1)C1CCN(CC1)C(=O)OC1=CC=2C(=C3C(=NC2C=C1)C1=CC2=C(C(N1C3)=O)COC([C@]2(O)CC)=O)CC (S)-4,11-diethyl-4-hydroxy-3,14-dioxo-3,4,12,14-tetrahydro-1H-pyrano[3',4':6,7]indolizino[1,2-b]quinolin-9-yl [1,4'-bipiperidine]-1'-carboxylate hydrochloride trihydrate